COCC(C(=O)O)(C1=CC=CC=C1)C 3-methoxy-2-methyl-2-phenylpropanoic acid